2-(4-methoxy-1H-indole-2-carbonyl)-2-azaspiro[4.5]decane-3-carboxylic acid COC1=C2C=C(NC2=CC=C1)C(=O)N1CC2(CC1C(=O)O)CCCCC2